NCCCN1C(N(C(N(C1=O)C)=O)CCCN)=O bis(3-aminopropyl)-5-methyl-isocyanuric acid